N-[3-chloro-4-[4-(piperidine-4-carbonyl)piperazine-1-carbonyl]phenyl]-5-[6-methoxy-2-(trifluoromethyl)-3-pyridyl]-1-methyl-imidazole-2-carboxamide ClC=1C=C(C=CC1C(=O)N1CCN(CC1)C(=O)C1CCNCC1)NC(=O)C=1N(C(=CN1)C=1C(=NC(=CC1)OC)C(F)(F)F)C